C(C1=CC=CC=C1)N1CCC(CC1)C=1C(=C2CN(C(C2=CC1)=O)N1C(CCCC1=O)=O)C (5-(1-Benzylpiperidin-4-yl)-4-methyl-1-oxoisoindolin-2-yl)piperidine-2,6-dione